C(\C=C/CCCCCC)OC(CCCCCCCC(CCCCCCCC(=O)OC\C=C/CCCCCC)OC(CCCN(C)C)=O)=O.BrC1=C(C=CC(=C1)I)NC(C1=CC=C(C=C1)C=1N=NN(N1)CCCC1CC1)=O N-(2-bromo-4-iodophenyl)-4-[2-(3-cyclopropylpropyl)-2H-1,2,3,4-tetrazol-5-yl]benzamide di((Z)-non-2-en-1-yl)9-((4-(dimethylamino)butanoyl)oxy)heptadecanedioate